CC(CO)CCCC1=CC=CC=C1 2-methyl-5-phenylpentan-1-ol